(R)-3-(4-((4-((R)-2-acetoxy-3-chloropropoxy)-3-chlorophenyl)sulfonyl)-2-chlorophenoxy)propane-1,2-diyl diacetate C(C)(=O)OC[C@@H](COC1=C(C=C(C=C1)S(=O)(=O)C1=CC(=C(C=C1)OC[C@H](CCl)OC(C)=O)Cl)Cl)OC(C)=O